C(C=CCC(=O)O)(=O)O Pentenedioic acid